C(C1=CC=CC=C1)N1C[C@H]2NCCC[C@H]2C1 (4aS,7aS)-6-benzyloctahydro-1H-pyrrolo[3,4-b]pyridine